C(CCCCC)C(C(=O)OCCCCCCN(CCCCCCOC(C(CCCCCCCC)CCCCCC)=O)CCN1CCN(CC1)CCN(CCCCCCOC(C(CCCCCCCC)CCCCCC)=O)CCN(CCCCCCOC(C(CCCCCCCC)CCCCCC)=O)CCCCCCOC(C(CCCCCCCC)CCCCCC)=O)CCCCCCCC ((2-(4-(2-((2-(bis(6-((2-hexyldecanoyl)oxy)hexyl)amino)ethyl)(6-((2-hexyldecanoyl)oxy)hexyl)amino)ethyl)piperazin-1-yl)ethyl)azanediyl)bis(hexane-6,1-diyl) bis(2-hexyldecanoate)